C(C)(C)(C)NC(COC1=C(C(=CC=C1)Cl)C=O)=O N-TERT-BUTYL-2-(3-CHLORO-2-FORMYLPHENOXY)ACETAMIDE